C(#N)C1=C(SC(=C1C)C)NC(CSC1(CCC1)C(=O)OCC)=O ethyl 1-((2-((3-cyano-4,5-dimethylthiophen-2-yl)amino)-2-oxoethyl)thio)cyclobutanecarboxylate